(S)-2-(4-isobutylphenyl)propionyl-hydrazine C(C(C)C)C1=CC=C(C=C1)[C@@H](C(=O)NN)C